FC(C(=O)O)(F)F.NC1=NC=CC(=C1Cl)SC1=CN=C(C=2N1C=NC2)N2CCC1([C@@H](C=3N(N=CC3)C1)N)CC2 (S)-1-(5-((2-amino-3-chloropyridin-4-yl)thio)imidazo[1,5-a]pyrazin-8-yl)-4'H,6'H-spiro[piperidine-4,5'-pyrrolo[1,2-b]pyrazol]-4'-amine (trifluoroacetate)